C(CCC(=O)O)(=O)O.OCCN1C(CC(CC1(C)C)O)(C)C hydroxyethyl-2,2,6,6-tetramethyl-4-hydroxypiperidine succinate